Isoquinol-3-carboxylic acid methyl ester COC(=O)C=1N=CC2=CC=CC=C2C1